(4-(1-(tert-butyl)-1H-1,2,4-triazol-3-yl)-3-chlorophenyl)(4-(5-methyloxazolo[4,5-b]pyridin-2-yl)piperazin-1-yl)methanone C(C)(C)(C)N1N=C(N=C1)C1=C(C=C(C=C1)C(=O)N1CCN(CC1)C=1OC=2C(=NC(=CC2)C)N1)Cl